FC1(CCN(CC1)C=1C(=CC2=C(N=C(N=C2)C)N1)C(=O)N(C)C)F 7-(4,4-difluoropiperidin-1-yl)-N,N,2-trimethyl-pyrido[2,3-d]pyrimidine-6-carboxamide